2,2-dimethoxy-N-(3-trimethoxysilylethyldimethylsilyloxydimethylsilylpropyl-(methyl))-1-aza-2-silacyclopentane CO[Si]1(N(CCC1)CCCC(CC[Si](OC)(OC)OC)([SiH](C)C)O[SiH](C)C)OC